ClC=1N=C2C(=NC1)NC=C2C2=NC(=C(C(=N2)NC(CC(=O)O)C(C)(C=2SC=CN2)C)F)C=2SC=CC2 3-((2-(2-chloro-5H-pyrrolo[2,3-b]pyrazin-7-yl)-5-fluoro-6-(thiophen-2-yl)pyrimidin-4-yl)amino)-4-methyl-4-(thiazol-2-yl)pentanoic acid